(E)-6-(6-(2-(5-Cyclopropyl-3-(3,5-dichloropyridin-4-yl)isoxazol-4-yl)vinyl)-2-azaspiro[3.3]heptan-2-yl)-4-(trifluoromethyl)chinolin C1(CC1)C1=C(C(=NO1)C1=C(C=NC=C1Cl)Cl)/C=C/C1CC2(CN(C2)C=2C=C3C(=CC=NC3=CC2)C(F)(F)F)C1